10H-[1,3]dioxolo[4,5-b]xanthen-10-one O1COC=2C1=CC=1C(C3=CC=CC=C3OC1C2)=O